FC(OC=1C=CC(=C(C1)[C@H]1CC2(CN(C2)C(=O)C2CC(C2)(C)O)CC1)C)F |r| (rac)-(6-(5-(Difluoromethoxy)-2-methylphenyl)-2-azaspiro[3.4]octan-2-yl)((1s,3s)-3-hydroxy-3-methylcyclobutyl)methanone